NC=1C=C(C=CC1)C1=NC2=C(N1)C=C(C=C2)N 2-(3-aminophenyl)-1H-benzimidazole-6-amine